2-bromobenzenenitrile BrC1=C(C=CC=C1)C#N